N1=C(C=CC=C1)CC1=C(C=CC(=C1Cl)F)NC(=O)C=1C2=C(C=NC1)C(CC2)NC(O)=O o-(pyridin-2-ylmethyl)N-[(4-((3-chloro-4-fluorophenyl)carbamoyl)-6,7-dihydro-5H-cyclopenta[c]pyridin-7-yl)]carbamic acid